NC1=CC(=NC(=N1)NC1=CC(=CC=C1)O)C(=O)N1CC2=CC=CC=C2C1 (6-amino-2-((3-hydroxyphenyl)amino)pyrimidin-4-yl)(isoindolin-2-yl)methanone